OC=1C=C(C=C(C1O)[N+](=O)[O-])/C=C/C(=O)N[C@H](C(=O)N)C (2S)-2-{[(2E)-3-(3,4-dihydroxy-5-nitrophenyl)-1-oxoprop-2-enyl]amino}propanamide